The molecule is an S-conjugate dipeptide consisting of L-gamma-glutamyl-L-cysteine in which the the cysteine side chain is substituted by a cyano(indol-3-yl)methyl group. It has a role as a metabolite. It is a S-conjugate, a member of indoles, a nitrile and a dipeptide. It derives from a gamma-glutamylcysteine and an indole-3-acetonitrile. C1=CC=C2C(=C1)C(=CN2)C(C#N)SC[C@@H](C(=O)O)NC(=O)CC[C@@H](C(=O)O)N